Methyl 3-(6-chlorobenzo[d][1,3]dioxol-5-yl)-3-(7-(2-(cycloheptylamino)-2-oxoethoxy)naphthalen-2-yl)propanoate ClC=1C(=CC2=C(OCO2)C1)C(CC(=O)OC)C1=CC2=CC(=CC=C2C=C1)OCC(=O)NC1CCCCCC1